1,8-Nonadiyne C#CCCCCCC#C